O1C(=CC=C1)CN1C=CC=C1 1-(2-furanylmethyl)-1H-pyrrole